CN(CCCOC1=CC=C(CNC(CCC2=NC=3C(=NC=C(C3)C)N2CC2=CC=C(C=C2)OC(F)(F)F)=O)C=C1)C N-[4-(3-Dimethylamino-propoxy)-benzyl]-3-[6-methyl-3-(4-trifluoromethoxybenzyl)-3H-imidazo[4,5-b]pyridin-2-yl]-propionamid